1-(1-(2-chloro-5-((1-methyl-1H-pyrazol-4-yl)ethynyl)pyridin-4-yl)piperidin-4-yl)ethan-1-ol ClC1=NC=C(C(=C1)N1CCC(CC1)C(C)O)C#CC=1C=NN(C1)C